C(C)C1(CCC(CC1)NC=1N=CC2=C(N1)NC=C2C2=NC=1N(C=C2)N=CC1)O 1-ethyl-4-((5-(pyrazolo[1,5-a]pyrimidin-5-yl)-7H-pyrrolo[2,3-d]pyrimidin-2-yl)amino)cyclohexan-1-ol